N-[(1s,2s)-2-hydroxycyclohexyl]-4-[4-(2-chloropyridin-4-yl)-benzyl]-pyrrolo[1,2-b]pyridazine-2-carboxamide O[C@@H]1[C@H](CCCC1)NC(=O)C=1C=C(C=2N(N1)C=CC2)CC2=CC=C(C=C2)C2=CC(=NC=C2)Cl